((3-(2,4-dimethyl-1H-imidazol-1-yl)propyl)azanediyl)bis(hexane-6,1-diyl)bis(2-hexyldecanoate) CC=1N(C=C(N1)C)CCCN(CCCCCCC(C(=O)[O-])(CCCCCCCC)CCCCCC)CCCCCCC(C(=O)[O-])(CCCCCCCC)CCCCCC